CC[C@H]1C[C@@H]2C[C@@H]3[C@H]1N(C2)CCC4=C3NC5=C4C=C(C=C5)O The molecule is an organic heteropentacyclic compound that is ibogamine in which the indole hydrogen para to the indole nitrogen has been replaced by a hydroxy group. It is the primary (and long-lived) metabolite of ibogaine, the psychoactive indole alkaloid found in the African rainforest shrub Tabernanthe iboga. It has a role as a psychotropic drug, a serotonin uptake inhibitor, a NMDA receptor antagonist and a kappa-opioid receptor agonist. It is a monoterpenoid indole alkaloid, an organic heteropentacyclic compound, a tertiary amino compound and a secondary amino compound. It derives from an ibogaine. It is a conjugate base of a noribogaine(1+).